bromomethylbenzene BrCC1=CC=CC=C1